N-Butylpyrrolidinium cyanid Methyl-(2-oxo-2-((S)-1-((quinoline-4-carbonyl)glycyl)pyrrolidin-2-yl)acetyl)glycyl-L-leucinate CN(CC(=O)N[C@@H](CC(C)C)C(=O)[O-])C(C([C@H]1N(CCC1)C(CNC(=O)C1=CC=NC2=CC=CC=C12)=O)=O)=O.[C-]#N.C(CCC)[NH+]1CCCC1.C(CCC)[NH+]1CCCC1